3-(1-nitrocyclopentyl)propionic acid [N+](=O)([O-])C1(CCCC1)CCC(=O)O